(3R)-3-(4-chlorophenyl)-2-[(4-chlorophenyl)methyl]-3-(2-hydroxyethoxy)-6-(2-hydroxypropan-2-yl)-2,3-dihydro-1H-isoindol-1-one ClC1=CC=C(C=C1)[C@@]1(N(C(C2=CC(=CC=C12)C(C)(C)O)=O)CC1=CC=C(C=C1)Cl)OCCO